CC1=NC(=NC=C1C1=CC=C(C=C1)N1C(CCC1)=O)NC1=CC2=C(OC[C@H]3N2C(CC3)=O)N=C1 (S)-2-((4-methyl-5-(4-(2-oxopyrrolidin-1-yl)phenyl)pyrimidin-2-yl)amino)-6,6a,7,8-tetrahydro-9H-pyrido[2,3-b]pyrrolo[1,2-d][1,4]oxazin-9-one